NC(C=1N(C2=CC=CC(=C2C1)Br)CC(F)(F)F)=NC(C(=O)[O-])NC(=O)OC(C)(C)C 2-[[amino-[4-bromo-1-(2,2,2-trifluoroethyl)indol-2-yl]methylene]amino]2-(tert-butoxycarbonylamino)acetate